(R)-5'-methyl-2'-((6-methylpyrazin-2-yl)amino)-6-(2-(trifluoromethyl)piperidin-1-yl)-[4,4'-bipyridin]-2(1H)-one CC=1C(=CC(=NC1)NC1=NC(=CN=C1)C)C1=CC(NC(=C1)N1[C@H](CCCC1)C(F)(F)F)=O